C(C#CC)N1N=C2C(N(C(C=C2N2[C@H](CN([C@@H](C2)CC)C(C)C2=NC3=CC=CC=C3N=C2C)C)=O)C)=C1 2-(but-2-yn-1-yl)-7-((2S,5R)-5-ethyl-2-methyl-4-(1-(3-methylquinoxalin-2-yl)ethyl)piperazin-1-yl)-4-methyl-2,4-dihydro-5H-pyrazolo[4,3-b]pyridin-5-one